lithium trimethyl-N-(trimethylsilyl)silaneaminide C[Si]([N-][Si](C)(C)C)(C)C.[Li+]